NC1=CC(=C(C=C1OC1CC1)N1CCC(CC1)N1CCN(CC1)CC(F)(F)F)C=1C=NN(C1)C 1-(4-(1-(4-amino-5-cyclopropyloxy-2-(1-methyl-1H-pyrazol-4-yl)phenyl)piperidin-4-yl)piperazin-1-yl)-2,2,2-trifluoroethane